(4-methoxyphenyl)-N-[(4-methoxyphenyl)methyl]methanamine COC1=CC=C(C=C1)CNCC1=CC=C(C=C1)OC